[Si](C)(C)(C(C)(C)C)OC(CC=C)C1=NC=C(C(=C1)C)C=1C=2N(C3=CC(=NC=C3C1)Cl)C=CN2 2-{1-[(tert-butyldimethylsilyl)oxy]but-3-en-1-yl}-5-{8-chloroimidazo[1,2-a]1,6-naphthyridin-4-yl}-4-methylpyridin